[C@@H]12N(C[C@H](CC1)C2)C(=O)N2CCC(CC2)=C(C#N)C2=C(C=C(C=C2)F)F 2-(1-((1R,4R)-2-azabicyclo[2.2.1]heptane-2-carbonyl)piperidin-4-ylidene)-2-(2,4-difluorophenyl)acetonitrile